(S)-4-amino-1-(1-(3-hydroxypropanoyl)piperidin-3-yl)-3-(4-phenoxyphenyl)-1H-imidazo[4,5-c]pyridin-2(3H)-one NC1=NC=CC2=C1N(C(N2[C@@H]2CN(CCC2)C(CCO)=O)=O)C2=CC=C(C=C2)OC2=CC=CC=C2